BrC=1SC(=C(N1)C1=C(C=CC(=C1)Cl)OC)NC(=O)C=1C=NN2C1N=CC=C2 N-(2-bromo-4-(5-chloro-2-methoxyphenyl)thiazol-5-yl)pyrazolo[1,5-a]pyrimidine-3-carboxamide